N1C=NC(CC1)=O Pyrimidin-4(6H)-one